tert-butyl 3-((2,5-dioxoimidazolidin-1-yl)methyl)-3-methylazetidine-1-carboxylate O=C1N(C(CN1)=O)CC1(CN(C1)C(=O)OC(C)(C)C)C